C(C)OC(NC(C(=NNC1=CC(=C(C(=C1)Cl)OC=1C=NC(=C(C1)C1CCC1)OC)Cl)C#N)=O)=O (2-cyano-2-(2-(3,5-dichloro-4-((5-cyclobutyl-6-methoxypyridin-3-yl)oxy)phenyl)hydrazono)acetyl)carbamic acid ethyl ester